4-(allylselanyl)aniline C(C=C)[Se]C1=CC=C(N)C=C1